O=CCN1C(C1)C(=O)NC 2-oxoethyl-N-methylaziridine-2-carboxamide